Methyl 4-acetoxy-8-bromo-5,6-difluoro-2-naphthalenecarboxylate C(C)(=O)OC1=CC(=CC2=C(C=C(C(=C12)F)F)Br)C(=O)OC